(R)-9-Oxo-8-(5-(2-phenoxyphenyl)-1H-pyrazol-3-yl)octahydro-2H-pyrazino[1,2-a]pyrazin O=C1N(CCN2[C@@H]1CNCC2)C2=NNC(=C2)C2=C(C=CC=C2)OC2=CC=CC=C2